(NE)-N-[1-(dimethylamino)ethylidene]prop-2-enamide CN(\C(\C)=N\C(C=C)=O)C